ethyl 2-(4-(4-(4-chloro-2,5-difluorophenyl)piperazin-1-yl)-3-fluorophenyl)acetate ClC1=CC(=C(C=C1F)N1CCN(CC1)C1=C(C=C(C=C1)CC(=O)OCC)F)F